ONC(=N)C1=CC(=NC=C1)C(C)OC N-hydroxy-2-(1-methoxyethyl)pyridine-4-carboxamidine